Cl.FC1=C(C=CC=C1OC(F)(F)F)[C@]1(C([C@@](CCC1)(C)O)=O)NC (2R,6S)-2-(2-fluoro-3-(trifluoromethoxy)phenyl)-6-hydroxy-6-methyl-2-(methylamino)cyclohexan-1-one hydrochloride